CNC(=S)NC dimethylthiourea